[(1-Benzyl-5-hydroxy-2-oxo-1,2,3,4-tetrahydro-[1,7]naphthyridine-6-carbonyl)-amino]acetic acid C(C1=CC=CC=C1)N1C(CCC2=C(C(=NC=C12)C(=O)NCC(=O)O)O)=O